N-[[6-[2-(4-Ethoxyphenyl)ethylamino]-2-pyridyl]sulfonyl]-2-(2,2,4-trimethylpyrrolidin-1-yl)pyridin-3-carboxamid C(C)OC1=CC=C(C=C1)CCNC1=CC=CC(=N1)S(=O)(=O)NC(=O)C=1C(=NC=CC1)N1C(CC(C1)C)(C)C